(E)-4-(2-ferrocenyl-2-(2,4-dimethoxyphenyl)vinyl)-1,2,3-trimethoxybenzene [C-]1(C=CC=C1)\C(=C/C1=C(C(=C(C=C1)OC)OC)OC)\C1=C(C=C(C=C1)OC)OC.[CH-]1C=CC=C1.[Fe+2]